N-tert-butoxycarbonyl-2-(2-aminoethoxy)acetic acid C(C)(C)(C)OC(=O)NCCOCC(=O)O